C(=O)(OCC1C2=CC=CC=C2C2=CC=CC=C12)N[C@@H]([C@H](OCC#C)C)C(=O)O Fmoc-O-propargyl-threonine